[Pt+2].C(CC)[Si](C(C(C(F)(F)F)=O)C(C)=O)(OC)OC.C(CC)[Si](C(C(C(F)(F)F)=O)C(C)=O)(OC)OC bis[3-(propyldimethoxysilyl)1,1,1-trifluoro-2,4-pentanedione] platinum (II)